Cesium-Cesium [Cs].[Cs]